NC=1N=NC(=CC1N1C[C@H](CCC1)C1=CC(=C(C(=O)O)C=C1)C)C1=C(C=CC=C1)O (R)-4-(1-(3-Amino-6-(2-hydroxyphenyl)pyridazin-4-yl)piperidin-3-yl)-2-methylbenzoic acid